4-OXOTHIAZOL O=C1N=CSC1